C1(=CC=CC=C1)NCCCCCCCCCN N-phenylnonane-1,9-diamine